N1=CC(=C2N1N=CC=C2)C2=C1C(=NC=C2)NC(=C1)C1CN(CC1)C(=O)C=1C=C(C=CC1)NC(OC(C)(C)C)=O tert-butyl (3-(3-(4-(pyrazolo[1,5-b]pyridazin-3-yl)-1H-pyrrolo[2,3-b]pyridin-2-yl)pyrrolidine-1-carbonyl)phenyl)carbamate